N1=C(C(=CC=C1)C(=O)[O-])C1=NC=CC=C1 bipyridinecarboxylate